4-(3-(1-aminoethyl)-2-ethoxy-6-fluorophenyl)pyrrolidin-2-one NC(C)C=1C(=C(C(=CC1)F)C1CC(NC1)=O)OCC